ethyl 3-chloro-2-(3,5-dichlorophenyl)-8-isopropylimidazo[1,2-b]pyridazine-7-carboxylate ClC1=C(N=C2N1N=CC(=C2C(C)C)C(=O)OCC)C2=CC(=CC(=C2)Cl)Cl